N-(3-((1r,3S)-3-methyl-1-(4-methyl-4H-1,2,4-triazol-3-yl)cyclobutyl)phenyl)-6-(((S)-3-methylpiperidin-1-yl)methyl)imidazo[1,2-a]pyridine-8-carboxamide CC1CC(C1)(C1=NN=CN1C)C=1C=C(C=CC1)NC(=O)C=1C=2N(C=C(C1)CN1C[C@H](CCC1)C)C=CN2